C(=O)C1=CC=2N(C(=C1)C1=CC=C(C#N)C=C1)N=CN2 4-(7-formyl-[1,2,4]triazolo[1,5-a]pyridin-5-yl)benzonitrile